(6,7-dimethoxyquinolin-4-yloxy)aniline COC=1C=C2C(=CC=NC2=CC1OC)ONC1=CC=CC=C1